Octahydroindolo[2,3-a]Quinolizin-7(6h)-One C1CCCN2CC(C3C(=C12)N=C1C=CCCC13)=O